O=C1CCC=2C=C(C=NC2N1)/C=C/C(=O)OC(C)(C)C Tert-butyl (E)-3-(7-oxo-5,6,7,8-tetrahydro-1,8-naphthyridin-3-yl)acrylate